C(CCCC)C1CCC(CC1)C1CCC(CC1)C(=O)OC1=C(C=C(C=C1)\C=C\C(=O)OCCC1=C(C=C(C=C1)N)N)OC [4-[(E)-3-[2-(2,4-diaminophenyl)ethoxy]-3-oxo-prop-1-enyl]-2-methoxy-phenyl] 4-(4-pentylcyclohexyl)cyclohexanecarboxylate